C(C)(C)(C)OC(=O)N1CC(CCC1)C(=O)C1=CC2=CC=C(C(=C2C=C1)C)O 3-(6-hydroxy-5-methyl-naphthalene-2-carbonyl)piperidine-1-carboxylic acid tert-butyl ester